benzyl 3-(1-cyano-2-ethoxy-1-methyl-2-oxoethyl)azetidine-1-carboxylate C(#N)C(C(=O)OCC)(C)C1CN(C1)C(=O)OCC1=CC=CC=C1